tert-butyl 1-(3-((tert-butyldiphenylsilyl)oxy)-1-(methoxycarbonyl)cyclopentyl)hydrazine-1,2-dicarboxylate [Si](C1=CC=CC=C1)(C1=CC=CC=C1)(C(C)(C)C)OC1CC(CC1)(C(=O)OC)N(NC(=O)[O-])C(=O)OC(C)(C)C